2-(2,6-Dioxopiperidin-3-yl)-5-(hydroxymethyl)isoindoline-1,3-dione O=C1NC(CCC1N1C(C2=CC=C(C=C2C1=O)CO)=O)=O